CC1=C(C=CC=C1NC(C1=NC=C(C(=C1)OC)CN(C)CCO)=O)C1=C(C(=CC=C1)NC(C1=NC=C(C(=C1)OC)CN(C)CCO)=O)C N,N'-(2,2'-dimethyl-[1,1'-biphenyl]-3,3'-diyl)bis(5-(((2-hydroxyethyl)(methyl)amino)methyl)-4-methoxypicolinamide)